3-(5-((4-((4-((3,4-dichloro-2-fluorophenyl)amino)-7-methoxyquinazolin-6-yl)oxy)piperidin-1-yl)methyl)-1-oxoisoindolin-2-yl)piperidine-2,6-dione ClC=1C(=C(C=CC1Cl)NC1=NC=NC2=CC(=C(C=C12)OC1CCN(CC1)CC=1C=C2CN(C(C2=CC1)=O)C1C(NC(CC1)=O)=O)OC)F